C[Si](C)(C)CC#CO trimethylsilyl-propynol